cobaltous sulfide carbon [C].[Co]=S